Tert-butyl N-[4-[[6-[(1-methyl-4-piperidyl)carbamoyl]-1,7-naphthyridin-4-yl]oxy]phenyl]carbamate CN1CCC(CC1)NC(=O)C=1C=C2C(=CC=NC2=CN1)OC1=CC=C(C=C1)NC(OC(C)(C)C)=O